[N+](=O)([O-])C1=CC=C(O1)CN1CCN(CC1)C1=CC=CC=C1 1-[(5-nitro-2-furyl)methyl]-4-phenylpiperazine